6,11-dibromo-2-methyldibenzo[f,h]quinoxaline BrC=1C=CC=2C(=C3N=CC(=NC3=C3C2C=CC(=C3)Br)C)C1